3-[3-[4-[[4-[(3R,5R)-5-[(5-bromo-1-methyl-6-oxo-pyridazin-4-yl)amino]-1-methyl-3-piperidyl]phenyl]methyl]piperazin-1-yl]phenyl]piperidine-2,6-dione BrC1=C(C=NN(C1=O)C)N[C@@H]1C[C@@H](CN(C1)C)C1=CC=C(C=C1)CN1CCN(CC1)C=1C=C(C=CC1)C1C(NC(CC1)=O)=O